2-(4-(((3S,4R)-4-(4-fluorophenyl)piperidin-3-yl)methoxy)phenoxy)acetic acid hydrochloride Cl.FC1=CC=C(C=C1)[C@H]1[C@@H](CNCC1)COC1=CC=C(OCC(=O)O)C=C1